ClC1=C(C=CC=C1C1C(NC(CC1)=O)=O)C1=CC=C(C=C1)N1CCC(CC1)(F)F 3-(2-chloro-4'-(4,4-difluoropiperidin-1-yl)-[1,1'-biphenyl]-3-yl)piperidine-2,6-dione